Di-tert-butyl(n-butyl)phosphine C(C)(C)(C)P(CCCC)C(C)(C)C